3-(4-fluorophenyl)-2-(6-methylpyridin-2-yl)-5,6-dihydro-4H-pyrrolo[1,2-b]pyrazole FC1=CC=C(C=C1)C1=C2N(N=C1C1=NC(=CC=C1)C)CCC2